dimethyl-tin (II) C[Sn]C